C(C)(C)(C)C1=C(C=CC=C1)O o-tertiary butylphenol